COC1=NC(=NC=C1)NC=1C=NN(C1)CC 4-methoxy-N-(1-ethyl-1H-pyrazol-4-yl)pyrimidin-2-amine